FC=1OC2=C(C1)C=CC=C2COC2=CC=CC(=N2)N2C=NN(CC2)C=O 4-(6-((2-fluorobenzofuran-7-yl)methoxy)pyridin-2-yl)-5,6-dihydro-1,2,4-triazine-1(4H)-carbaldehyde